tert-butyl 4-((1-(4-amino-2,6-difluorophenyl)piperidin-4-yl)methyl)piperazine-1-carboxylate NC1=CC(=C(C(=C1)F)N1CCC(CC1)CN1CCN(CC1)C(=O)OC(C)(C)C)F